C1=CC=CC=2C3=CC=CC=C3N(C12)C=1C=CC(=CC1)N1C2=CC=CC=C2C=2C=CC=CC12 3,6-bis(carbazol-9-yl)-benzene